C/C(/C(C)C(=O)[O-])=C\C1=CC=CC=C1 (E)-3-methyl-4-phenyl-3-buten-2-ylcarboxylate